OC1=C(CO)C=CC(=C1)C(F)(F)F 2-hydroxy-4-trifluoromethyl-benzyl alcohol